ClC=1C=C2C(=CN1)N(C(=C2)C2=C(C=CC=C2)OC)C 5-chloro-2-(2-methoxyphenyl)-1-methylpyrrolo[2,3-c]pyridine